N-((1-((2-(3,5-dichlorophenyl)-6-((6-(hexahydropyrrolo[3,4-c]pyrrol-2(1H)-yl)pyridin-3-yl)oxy)pyridin-4-yl)methyl)piperidin-4-yl)methyl)acetamide ClC=1C=C(C=C(C1)Cl)C1=NC(=CC(=C1)CN1CCC(CC1)CNC(C)=O)OC=1C=NC(=CC1)N1CC2CNCC2C1